C(=CCCCCCCCCCCCCCCCC=CCCCCC)N tetracos-1,18-dien-1-amine